CN(C1C(=C(C(C2(C(=C3C(C4=C(C=CC=C4C(C3C(C12)O)C)O)=O)O)O)=O)C(=O)N)O)C 1-dimethylamino-2,4a,5,7,12-pentahydroxy-11-methyl-4,6-bisoxo-1,4a,11,11a,12,12a-hexahydrotetracene-3-carboxamide